cyclohexa-1,4-diyne C1#CCC#CC1